9-iodo-2,2-dimethyl-2,3-dihydroimidazo[1,2-c]quinazoline IC1=CC=2C=3N(C=NC2C=C1)CC(N3)(C)C